N[C@@H]1CN(CCC1)C1=NC2=C(N1CC1=NC=C(C#N)C=C1)C=CC=C2Cl (S)-6-((2-(3-aminopiperidin-1-yl)-4-chloro-1H-benzo[d]imidazol-1-yl)methyl)nicotinonitrile